[Pb].[Sn].[Pb] lead-tin lead